tert-butyl (S)-2-(2,5-difluorophenyl)-4-oxopiperidine-1-carboxylate FC1=C(C=C(C=C1)F)[C@H]1N(CCC(C1)=O)C(=O)OC(C)(C)C